C1=NC=C(C2=CC=CC=C12)N1C(N(C[C@H]1C#N)C1=C(C=CC(=C1)C(F)(F)F)OC)=O (S)-3-(isoquinolin-4-yl)-1-(2-methoxy-5-(trifluoromethyl)phenyl)-2-oxoimidazolidine-4-carbonitrile